5-[2-[1-(2-fluoroethyl)-4-piperidinyl]ethylcarbamoylamino]isothiazole-4-carboxamide FCCN1CCC(CC1)CCNC(=O)NC1=C(C=NS1)C(=O)N